[O-2].[O-2].[Ti+4].[Al+3] aluminium titanium dioxide